BrC1=NC(=CC2=C1N=C(N(C2=O)C)C)Cl 8-bromo-6-chloro-2,3-dimethylpyrido[3,4-d]pyrimidin-4(3H)-one